CN1N=CC(=C1)C=1N=C(C=2N(C1)N=CC2)C2CCN(CCC2)C(=O)OC(C)(C)C Tert-butyl 4-[6-(1-methylpyrazol-4-yl)pyrazolo[1,5-a]pyrazin-4-yl]azepane-1-carboxylate